2-(1-isobutyl-1H-benzo[d][1,2,3]triazol-5-yl)-5-methoxy-benzo[d]oxazole C(C(C)C)N1N=NC2=C1C=CC(=C2)C=2OC1=C(N2)C=C(C=C1)OC